ClC1=C(C=C(OCC(=O)NC23CC(C2)(C3)NC(COCC(=O)O)=O)C=C1)F [2-({3-[2-(4-chloro-3-fluorophenoxy)acetylamino]bicyclo[1.1.1]pentan-1-yl}amino)-2-oxoethoxy]acetic acid